C1=CC(=CC=C1CCNC(=O)CC[C@@H](C(=O)[O-])[NH3+])OCC2=COC(=C2)C[NH3+] The molecule is an alpha-amino-acid cation obtained by deprotonation of the carboxy group and protonation of the amino groups of (4-{4-[2-(gamma-L-glutamylamino)ethyl]phenoxymethyl}furan-2-yl)methanamine: major species at pH 7.3.